BrC=1C=C(C=CC1F)NC(=NO)C1=NON=C1SCC1=NOC=N1 N-(3-bromo-4-fluorophenyl)-N'-hydroxy-4-[(1,2,4-oxadiazol-3-ylmethyl)sulfanyl]-1,2,5-oxadiazole-3-carboximidamide